3-(3,5-difluorophenoxy)-1-ethylazetidine FC=1C=C(OC2CN(C2)CC)C=C(C1)F